The molecule is a sesquiterpenoid isolated from the leaves of Eremophila mitchellii. It has a role as a plant metabolite. It is a sesquiterpenoid, a hydroxy monocarboxylic acid, a carbobicyclic compound and a member of octahydronaphthalenes. C[C@H]1CC[C@@H]([C@@H]2[C@H]1CCC(=C2)CO)[C@@H](C)C(=O)O